FC=1C(=NC(=NC1)NC=1C=NN(C1)C[C@H](C)O)N1C=C(C=2C1=NC=C(C2)NC(\C=C\CN2CCOCC2)=O)C (E)-N-[1-[5-fluoro-2-[[1-[(2S)-2-hydroxypropyl]pyrazol-4-yl]amino]pyrimidin-4-yl]-3-methyl-pyrrolo[2,3-b]pyridin-5-yl]-4-morpholino-but-2-enamide